trans-4-(2-(2-fluoro-4-hydroxyphenyl)-6-(benzenesulfonyl)imidazo[4,5-d]pyrrolo[2,3-b]pyridine-1(6H)-yl)cyclohexanecarbonitrile FC1=C(C=CC(=C1)O)C1=NC=2C(=C3C(=NC2)N(C=C3)S(=O)(=O)C3=CC=CC=C3)N1[C@@H]1CC[C@H](CC1)C#N